N-hydroxy-3-[(6-oxo-1,6-dihydropyrimidin-2-yl)sulfanyl]pyridine-4-carboximidamide ONC(=N)C1=C(C=NC=C1)SC=1NC(C=CN1)=O